BrC=1C=C2CC[C@H](C2=CC1)NC(=O)C1=CN=C2N1C=C(C=C2)C (R)-N-(5-bromo-2,3-dihydro-1H-inden-1-yl)-6-methylimidazo[1,2-a]pyridine-3-carboxamide